{1-[(dimethylamino)methyl]Cyclopropyl}methanol tert-butyl-(1-(2,5-dimethoxy-4-(propoxymethyl)phenyl)butan-2-yl)carbamate C(C)(C)(C)N(C(=O)OCC1(CC1)CN(C)C)C(CC1=C(C=C(C(=C1)OC)COCCC)OC)CC